N-(3,4,5-trimethylphenyl)biphenyl-4-amine CC=1C=C(C=C(C1C)C)NC1=CC=C(C=C1)C1=CC=CC=C1